silicon-boron oxygen [O].[B].[Si]